(2S)-N-[(2S,3R)-4-[(3S,4aS,8aS)-3-(tert-butylcarbamoyl)-3,4,4a,5,6,7,8,8a-octahydro-1H-isoquinolin-2-yl]-3-hydroxy-1-phenylbutan-2-yl]-2-(quinoline-2-carbonylamino)succinamide C(C)(C)(C)NC(=O)[C@H]1N(C[C@H]2CCCC[C@H]2C1)C[C@H]([C@H](CC1=CC=CC=C1)NC([C@H](CC(=O)N)NC(=O)C1=NC2=CC=CC=C2C=C1)=O)O